COC(CCC(N1C(C2=CC=CC(=C2C1)OCC1=CC=C(C=C1)CN1CCC(CC1)O)=O)C(N)=O)=O 4-carbamoyl-4-{4-[4-(4-hydroxy-piperidin-1-ylmethyl)-benzyloxy]-1-oxo-1,3-dihydro-isoindol-2-yl}-butyric acid methyl ester